C1OC(N2[C@@H]1CC(CC2)=O)=O (8aR)-hexahydro-1H-[1,3]oxazolo[3,4-a]pyridine-3,7-dione